C[C@]1(CC2=CC=C(C=C2C1)C)C(C)=O |r| (+-)-1-(2,5-dimethyl-2,3-dihydro-1H-inden-2-yl)ethanone